(aminomethyl)-N-(2-(2,6-dioxopiperidin-3-yl)-1-oxoisoindolin-5-yl)benzamide NCC1=C(C(=O)NC=2C=C3CN(C(C3=CC2)=O)C2C(NC(CC2)=O)=O)C=CC=C1